(S)-2-((4-(6-((3-acetyl-2-fluorobenzyl)oxy)pyridin-2-yl)piperidin-1-yl)methyl)-1-(Oxetan-2-ylmethyl)-1H-benzo[d]imidazole-6-carboxylic acid methyl ester COC(=O)C=1C=CC2=C(N(C(=N2)CN2CCC(CC2)C2=NC(=CC=C2)OCC2=C(C(=CC=C2)C(C)=O)F)C[C@H]2OCC2)C1